IC1=CC=C(C=C1)C1C(NCCN1)=O 3-(4-iodophenyl)piperazin-2-one